OC1(CCC1)CN1C(N(CC12CCC(CC2)(C2=CC=CC=C2)NC)CC2=CC=C(C=C2)OC)=O CIS-1-[(1-hydroxy-cyclobutyl)-methyl]-3-[(4-methoxyphenyl)-methyl]-8-methylamino-8-phenyl-1,3-diazaspiro[4.5]decan-2-one